3-(iodomethyl)-3-methyl-oxetane ICC1(COC1)C